tert-butyl-peroxycinnamate C(C)(C)(C)OOC(C=CC1=CC=CC=C1)=O